N-phenyl-4-(4-phenylnaphthalen-2-yl)-aniline C1(=CC=CC=C1)NC1=CC=C(C=C1)C1=CC2=CC=CC=C2C(=C1)C1=CC=CC=C1